CC1C(N(CC1)CC1=CC=C(C=C1)NC(N)=O)=O 3-[4-[(3-methyl-2-oxopyrrolidin-1-yl)methyl]phenyl]urea